7-amino-2,3-dihydro-phthalazine-1,4-dione NC1=CC=C2C(NNC(C2=C1)=O)=O